N-isobutyl-6-(pyrimidin-5-yl)-1H-benzo[d]Imidazole C(C(C)C)N1C=NC2=C1C=C(C=C2)C=2C=NC=NC2